Octafluoropentyl-acrylate FC(C(C(F)(F)OC(C=C)=O)(F)F)CC(F)(F)F